C(C)(=O)C1=CC(=C(C=C1)COC1=C(C=C(C=C1)C1C=2C(NC(C1)=O)=NNC2)OC)C(F)(F)F (-)-4-(4-{[4-acetyl-2-(trifluoromethyl)phenyl]methoxy}-3-methoxyphenyl)-2H,4H,5H,6H,7H-pyrazolo[3,4-b]pyridin-6-one